[4-[3-(4-Hydroxyphenyl)prop-2-enoyl]phenyl] nitrate [N+](=O)(OC1=CC=C(C=C1)C(C=CC1=CC=C(C=C1)O)=O)[O-]